C(CCCC)CS(=O)(=O)[O-] pentylmethanesulfonate